N-{4-[(4,4-difluorocyclohexyl)oxy]-3-(6-methyl-7-oxo-6,7-dihydro-1H-pyrrolo[2,3-c]pyridin-4-yl)phenyl}methanesulfonamide FC1(CCC(CC1)OC1=C(C=C(C=C1)NS(=O)(=O)C)C=1C2=C(C(N(C1)C)=O)NC=C2)F